ClC1=NC=C(C(=N1)NCC1=CC=C(C=C1)C=1N(C=C(N1)C(F)(F)F)C1CC1)[N+](=O)[O-] 2-chloro-N-({4-[1-cyclopropyl-4-(trifluoromethyl)imidazol-2-yl]phenyl}methyl)-5-nitropyrimidin-4-amine